(1R,3S,5R)-2-(4-Methoxy-benzenesulfonyl)-2-azabicyclo[3.1.0]hexane-3-carboxylic acid benzooxazol-5-ylmethyl-(4,4-difluoro-cyclohexyl)-amide O1C=NC2=C1C=CC(=C2)CN(C(=O)[C@H]2N([C@@H]1C[C@@H]1C2)S(=O)(=O)C2=CC=C(C=C2)OC)C2CCC(CC2)(F)F